C(C)OC(=O)C=1N=C(SC1Br)NC(C)=O bromo-2-acetylamino-1,3-thiazole-4-carboxylic acid ethyl ester